O1C2=C(OCC1)C=C(C=C2)C=2C(=C(C=NC2)/C=C/C2=CC(=C(CNC(C(=O)O)(CO)C)C(=C2)OC)OC)C (E)-2-(4-(2-(5-(2,3-dihydrobenzo[b][1,4]dioxin-6-yl)-4-methylpyridin-3-yl)vinyl)-2,6-Dimethoxybenzylamino)-3-hydroxy-2-methylpropionic acid